FC=1C=NN(C1)C1=NC=C(C(=O)N2C3CN(CC2CC3)C3=NC(=CC(=N3)C(=O)O)NC3=NNC(=C3)C)C=C1 2-(8-(6-(4-fluoro-1H-pyrazol-1-yl)nicotinoyl)-3,8-diazabicyclo[3.2.1]oct-3-yl)-6-((5-methyl-1H-pyrazol-3-yl)amino)pyrimidine-4-carboxylic acid